S1C(=CC=C1)S(=O)(=O)N1CC(CC1)N1C(=NC=2C1=C1C(=NC2)NC=C1)C(C)O 1-(1-(1-(thien-2-ylsulfonyl)pyrrolidin-3-yl)-1,6-dihydroimidazo[4,5-d]pyrrolo[2,3-b]pyridin-2-yl)ethanol